FC1(CC1)CN1N=CC=2C1=CN=C(C2)[C@@H](C)N[S@](=O)C(C)(C)C (R)-N-((R)-1-(1-((1-fluorocyclopropyl)methyl)-1H-pyrazolo[3,4-c]pyridin-5-yl)ethyl)-2-methylpropan-2-sulfinamide